C(C1=CC=CC=C1)(C1=CC=CC=C1)N[C@H](C)C1=CC=C(C=C1)Cl N-benzhydryl-(1R)-1-(4-chlorophenyl)ethylamine